BrC1=CC(=CC2=C1C=1C(=CC3=C(C=CC=4C5=C(C=C(C6=C(C=C2C(C1C34)=C65)Br)Br)C6=CC=CC=C6)C6=CC=CC=C6)Br)C6=CC=CC=C6 1,6,7,14-tetrabromo-3,9,12-triphenylnaphtho[1,2,3,4-ghi]perylene